C1(=CC(=CC=C1)N(C1=CC=C(C=C1)C1=CC=CC=2C3(C4=CC=CC=C4C12)C1=CC=CC=C1C=1C=CC=CC13)C=1C=C(C=CC1)C1=CC=CC=C1)C1=CC=CC=C1 bis(biphenyl-3-yl)[4-(9,9-spirobifluoren-4-yl)phenyl]amine